N-{(1R,3R)-3-[(2'-cyclobutyl-3',4'-difluoro-5-{1-[(methanesulfonyl)amino]-2-methyl-1-oxopropan-2-yl}[1,1'-biphenyl]-2-yl)oxy]cyclopentyl}-1,4,4-trimethyl-L-prolinamide C1(CCC1)C1=C(C=CC(=C1F)F)C1=C(C=CC(=C1)C(C(=O)NS(=O)(=O)C)(C)C)O[C@H]1C[C@@H](CC1)NC([C@H]1N(CC(C1)(C)C)C)=O